C(=O)C1=CC=C(S1)B(O)O (5-formylthiophen-2-yl)boronic acid